COC(=O)[C@@]1(N([C@@H]([C@H](C1)OC(C1=CC=C(C=C1)[N+](=O)[O-])=O)C)C(=O)OC(C)(C)C)CC(=C)CCl (2r,4s,5r)-2-[2-(chloromethyl)allyl]-5-methyl-4-(4-nitrobenzoyl)oxy-pyrrolidine-1,2-dicarboxylic acid 1-tert-butyl 2-methyl ester